N=1C(N=CC=2C1CNCC2)=O 6H,7H,8H-pyrido[3,4-d]pyrimidin-2-one